(2R,3R,3aS,6S,6aR)-6-[(2-amino-3-fluoroquinolin-7-yl)methyl]-2-(4-amino-7H-pyrrolo[2,3-d]pyrimidin-7-yl)-5,5-difluorohexahydro-3aH-cyclopenta[b]furan-3,3a-diol NC1=NC2=CC(=CC=C2C=C1F)C[C@@H]1C(C[C@]2([C@@H]1O[C@H]([C@@H]2O)N2C=CC1=C2N=CN=C1N)O)(F)F